ClC=1C=C(C=CC1)NN 3-chlorophenylhydrazine